N[C@@H](CCC(=O)OC(C)C1=CC(=CC=C1)O)C(=O)N 1-(3-hydroxyphenyl)ethanol (S)-4,5-diamino-5-oxopentanoate